The molecule is the simplest member of the class of a benzenesulfonic acids that consists of a benzene carrying a single sulfo group. It is a conjugate acid of a benzenesulfonate. C1=CC=C(C=C1)S(=O)(=O)O